tert-Butyl (3-(2,2,3,3,3-pentafluoropropanamido)propyl)carbamate FC(C(=O)NCCCNC(OC(C)(C)C)=O)(C(F)(F)F)F